CC1=NC2=CC=C(C=C2C=C1)CN1N=CC(=C1)C(=O)N 1-[(2-methylquinolin-6-yl)methyl]pyrazole-4-carboxamide